[N+](=O)([O-])C=1C=CC(=C(CN2N=CN=C2)C1)OC1=CC=CC=C1 1-(5-Nitro-2-phenoxybenzyl)-1H-1,2,4-triazole